m-benzeneOne C=1CC(C=CC1)=O